FC1=CC(=C(C=C1)N[C@H](C)C=1C=C(C=C2C(N(C(=NC12)SC)C)=O)C)S(=O)(=O)C (R)-8-(1-((4-fluoro-2-(methylsulfonyl)phenyl)amino)ethyl)-3,6-dimethyl-2-(methylthio)quinazolin-4(3H)-one